NC1=CC=C(C=N1)N1CC(N(CC1)C(=O)OC(C)(C)C)C tert-butyl 4-(6-aminopyridin-3-yl)-2-methylpiperazine-1-carboxylate